(S)-3-methyl-2-(1-oxoisoindolin-2-yl)butyric acid CC([C@@H](C(=O)O)N1C(C2=CC=CC=C2C1)=O)C